CN1C[C@@H]([C@H](CC1)NC(=O)C1=CC(=CC=2N(C=NC21)CC(F)(F)F)C#CCNC2=C(C=C(C(=C2)F)C(=O)N2CCOCC2)OC)C N-[(3S,4S)-1-methyl-3-methyl-4-piperidyl]-6-[3-(5-fluoro-2-methoxy-4-morpholinocarbonylphenylamino)-1-propynyl]-1-(2,2,2-trifluoroethyl)-1H-1,3-benzimidazole-4-carboxamide